(1RS,3SR)-5'-bromo-4'-chloro-1',2'-dihydrospiro[cyclopentane-1,3'-pyrrolo[2,3-b]pyridine]-3-carboxylic acid HCl salt Cl.BrC=1C(=C2C(=NC1)NC[C@]21C[C@H](CC1)C(=O)O)Cl |r|